Benzyl 2-{[(tert-butoxy)carbonyl] (1-methanesulfonylpiperidin-4-yl)amino}acetate C(C)(C)(C)OC(=O)N(CC(=O)OCC1=CC=CC=C1)C1CCN(CC1)S(=O)(=O)C